FC(C1=NC=CC(=C1)CN)(F)F [2-(trifluoromethyl)-4-pyridyl]methanamine